benzo[d][1,3]dioxol-4-yl(5,5-dimethyl-8-(4-morpholinopiperidin-1-yl)-1,3,4,5-tetrahydro-2H-benzo[c]azepin-2-yl)methanone O1COC2=C1C=CC=C2C(=O)N2CC1=C(C(CC2)(C)C)C=CC(=C1)N1CCC(CC1)N1CCOCC1